ClC=1C=CC=C2CC[C@@H]([C@@H](C12)O)NC(O)=O.FC12CC(C1)(C2)COC ((3-fluoro-bicyclo(1.1.1)pentan-1-yl)methoxy)methane (1R,2S)-8-chloro-1-hydroxy-1,2,3,4-tetrahydronaphthalen-2-yl-carbamate